4,4-diaminostilben NC1(CC=C(C=C1)C=CC1=CC=CC=C1)N